FC=1C(=C(C=CC1)C1C2=C(NC(=C1C(=O)OC)C)COC2=O)C(=C)C methyl 4-(3-fluoro-2-(prop-1-en-2-yl) phenyl)-2-methyl-5-oxo-1,4,5,7-tetrahydrofurano[3,4-b]pyridine-3-carboxylate